C(C)(C)(C)OC(=O)N1CCC2(CC(N(C2)C=2C=C3C(=NC=NC3=CC2OC)NC2=C(C(=C(C=C2)F)Cl)F)=O)CC1 2-(4-((3-chloro-2,4-difluorophenyl)amino)-7-methoxyquinazolin-6-yl)-3-oxo-2,8-diazaspiro[4.5]decane-8-carboxylic acid tert-butyl ester